tert-butyl (6-(2-(4-cyanopyridin-2-yl)-2-methylpropionyl)pyridin-3-yl)carbamate C(#N)C1=CC(=NC=C1)C(C(=O)C1=CC=C(C=N1)NC(OC(C)(C)C)=O)(C)C